3-[1-Methyl-6-(4-piperidylamino)indazol-3-yl]piperidine-2,6-dione hydrochloride salt Cl.CN1N=C(C2=CC=C(C=C12)NC1CCNCC1)C1C(NC(CC1)=O)=O